(Z)-5-(2-(2-aminoacetamido)thiazol-4-yl)-2-(3-carboxy-2-hydroxybenzyl)-1,1-dihydroxy-8-methyl-4-oxo-7-oxa-3,6-diaza-1-boranon-5-ene-8-carboxylic acid NCC(=O)NC=1SC=C(N1)/C(/C(NC(B(O)O)CC1=C(C(=CC=C1)C(=O)O)O)=O)=N/OC(C)(C(=O)O)C